L-histidine hydrochloride hydrate O.Cl.N[C@@H](CC1=CNC=N1)C(=O)O